dimethoxy sulfide COSOC